C(C=C)C1=C(C#N)C=C(C=C1F)CO[C@@H](CO)COCCCCCCCCCCCCCCCCCC (S)-2-allyl-3-fluoro-5-(((1-hydroxy-3-(octadecyloxy)propan-2-yl)oxy)methyl)benzonitrile